tert-butyl (R)-(1-(benzo[d][1,3]dioxol-5-yl)propan-2-yl)carbamate O1COC2=C1C=CC(=C2)C[C@@H](C)NC(OC(C)(C)C)=O